NC1=CC=C(C=C1)NC1=NC=C2C=CN=C(C2=C1)C=1C(=C2C=NN(C2=CC1)CC(C)(O)C)C 1-(5-(7-((4-aminophenyl)amino)-2,6-naphthyridin-1-yl)-4-methyl-1H-indazol-1-yl)-2-methylpropan-2-ol